7-(aminomethyl)isoquinolin-1-amine NCC1=CC=C2C=CN=C(C2=C1)N